FC(C1COC(O1)CC(F)(F)F)(F)F 5-trifluoromethyl-2-(2,2,2-trifluoroethyl)-1,3-dioxolane